ClC1=C(C(=CC(=N1)N1C[C@@H]2[C@H](C1)CN(C2)C(=O)OC(C)(C)C)C(F)(F)F)C#N tert-butyl 5-[6-chloro-5-cyano-4-(trifluoromethyl)pyridin-2-yl]-cis-octahydropyrrolo[3,4-c]pyrrole-2-carboxylate